1,3-dichloro-2-fluoro-5-(3,3,3-trifluoroprop-1-en-2-yl)benzene ClC1=C(C(=CC(=C1)C(=C)C(F)(F)F)Cl)F